6-(cyclopropylmethyl)-1-isobutyl-N-(1-(3,4,5-trimethoxyphenyl)-1H-imidazol-4-yl)-1H-pyrazolo[3,4-d]pyrimidin-4-amine C1(CC1)CC1=NC(=C2C(=N1)N(N=C2)CC(C)C)NC=2N=CN(C2)C2=CC(=C(C(=C2)OC)OC)OC